Cl.O1COC2=C1C=CC(=C2)C2=C(NC(=N2)C(C)(C)C)C2=NC(=CC=C2)C 2-(5-benzo[1,3]dioxol-5-yl-2-tertbutyl-3H-imidazol-4-yl)-6-methylpyridine hydrochloride